C12CNCC(CC1)N2C=2N=C1C(=NC2)N=C(C=C1)SC1=C(C(=NC=C1)N)Cl 4-((2-(3,8-diazabicyclo[3.2.1]octan-8-yl)pyrido[2,3-b]pyrazin-6-yl)thio)-3-chloropyridin-2-amine